BrCCOCCNC(OC(C)(C)C)=O tert-butyl N-[2-(2-bromoethoxy)ethyl]carbamate